2-[7-[[5-(trifluoromethyl)pyrazin-2-yl]methyl]-2-azaspiro[3.5]nonane-2-carbonyl]-7-oxa-2,5-diazaspiro[3.4]octan-6-one FC(C=1N=CC(=NC1)CC1CCC2(CN(C2)C(=O)N2CC3(C2)NC(OC3)=O)CC1)(F)F